ethyl 6-chloro-3-(trifluoromethyl)-1-((2-(trimethylsilyl)ethoxy)methyl)-1H-pyrazolo[3,4-b]pyridine-4-carboxylate ClC=1C=C(C2=C(N1)N(N=C2C(F)(F)F)COCC[Si](C)(C)C)C(=O)OCC